2-(((3R,4S)-3-fluorotetrahydro-2H-pyran-4-yl)oxy)acetic acid F[C@@H]1COCC[C@@H]1OCC(=O)O